N-[(3R,6S)-6-[(1r,5s)-6-(trifluoromethyl)-3-azabicyclo[3.1.0]hexane-3-carbonyl]tetrahydropyran-3-yl]-2-[4-(trifluoromethyl)phenoxy]acetamide FC(C1[C@H]2CN(C[C@@H]12)C(=O)[C@@H]1CC[C@H](CO1)NC(COC1=CC=C(C=C1)C(F)(F)F)=O)(F)F